N-((2S,3R)-1-(bicyclo[1.1.1]pentane-1-carbonyl)-4,4-difluoro-2-[(2-fluoro[1,1'-biphenyl]-3-yl)methyl]pyrrolidin-3-yl)-methanesulfonamide C12(CC(C1)C2)C(=O)N2[C@H]([C@H](C(C2)(F)F)NS(=O)(=O)C)CC=2C(=C(C=CC2)C2=CC=CC=C2)F